Cl.NCC1=C(C=C(C=C1)C1=CC=NC=2N1N=C(C2)C2=CC=C(C=C2)CN2CCC(CC2)C2=CC=C(NC1C(NC(CC1)=O)=O)C=C2)C 3-[4-[1-[[4-[7-[4-(aminomethyl)-3-methyl-phenyl]pyrazolo[1,5-a]pyrimidin-2-yl]phenyl]methyl]-4-piperidyl]anilino]piperidine-2,6-dione HCl salt